ClC=1C(=CC(=C(C1)[C@H](NS(=O)C(C)(C)C)C1CCN(CC1)C(O)[C@@H]1OC(OC1)(C)C)OCC=C)C(F)(F)F N-[(R)-[5-chloro-2-(prop-2-en-1-yloxy)-4-(trifluoromethyl)phenyl](1-[[(4R)-2,2-dimethyl-1,3-dioxolan-4-yl](hydroxy)methyl]piperidin-4-yl)methyl]-2-methylpropane-2-sulfinamide